dimethylbis(tert.-butylperoxy)hexyne CC(C(C#COOC(C)(C)C)(OOC(C)(C)C)C)CC